ClC1=CC(=C(C=C1)OCC1=CC=CC2=C1N=C1N2CCN(C1)CC=1N(C2=C(N1)C=CC(=C2)C(=O)O)C[C@H]2OCC2)F 2-[(9-{[(4-chloro-2-fluorophenyl)oxy]methyl}-1,2,3,4-tetrahydrobenzo[4,5]imidazo[3,2-a]pyrazin-2-yl)methyl]-3-{[(2S)-oxetan-2-yl]methyl}benzo[d]imidazole-5-carboxylic acid